(3-{6-azaspiro[2.5]oct-6-yl}-4-{4-[2-(4,4-difluoropiperidin-1-yl)-6-methylpyridin-4-yl]-1H-1,2,3-triazol-1-yl}phenyl)-2-hydroxyeth-ane-1-sulfonamide C1CC12CCN(CC2)C=2C=C(C=CC2N2N=NC(=C2)C2=CC(=NC(=C2)C)N2CCC(CC2)(F)F)C(CO)S(=O)(=O)N